ClC1=NC=C(C(=N1)NCC=1C(=NC=CC1)OC(C)(C)C)C(=O)N 2-chloro-4-(((2-tert-butoxypyridin-3-yl)methyl)amino)pyrimidin-5-carboxamide